COC(C1=CC(C(=O)OC)=C(C=C1)CBr)=O 4-(bromomethyl)isophthalic acid dimethyl ester